CN([C@@H](C(=O)O)C)C (2R)-2-(dimethylamino)propanoic acid